3-cyclopentyl-1-(7-(6-(3-(dimethylamino)propoxy)pyridin-3-yl)quinoxalin-2-yl)-1-methylurea C1(CCCC1)NC(N(C)C1=NC2=CC(=CC=C2N=C1)C=1C=NC(=CC1)OCCCN(C)C)=O